6-chloro-3-[(E)-3-(2-methylindazol-5-yl)prop-2-enoyl]-4-phenyl-1H-quinolin-2-one ClC=1C=C2C(=C(C(NC2=CC1)=O)C(\C=C\C1=CC2=CN(N=C2C=C1)C)=O)C1=CC=CC=C1